O-(4-aminophenyl) 4-(((3R,4R)-1-(2-cyanoacetyl)-4-methylpiperidin-3-yl) (methyl) amino)-7H-pyrrolo[2,3-d]pyrimidine-7-carbothioate hydrochloride Cl.C(#N)CC(=O)N1C[C@@H]([C@@H](CC1)C)N(C=1C2=C(N=CN1)N(C=C2)C(OC2=CC=C(C=C2)N)=S)C